3-Methyl[5-(7H-pyrrolo[2,3-d]pyrimidin-4-yl)-1,3-thiazol-2-yl]aminopropanenitrile trifluoroacetate salt FC(C(=O)O)(F)F.CCC(C#N)NC=1SC(=CN1)C=1C2=C(N=CN1)NC=C2